NC1(CCC1)C1=CC=C(C=C1)N1C(=NC=2C1=NC(=CC2)C2=CC=CC=C2)C=2C(=NC=CC2)N 3-[3-[4-(1-aminocyclobutyl)phenyl]-5-phenylimidazo[4,5-b]pyridin-2-yl]pyridin-2-amine